COC=1C=C(C=CC1OC)C=1NC2=CC=C(C=C2C1C)C1CCN(CC1)CC1=NC=CC=C1 2-(3,4-dimethoxyphenyl)-3-methyl-5-(1-(pyridin-2-ylmethyl)piperidin-4-yl)-1H-indole